C(#N)C=1C(=NC(=C(C1CC)C#N)N1CCC(CC1)N1[C@@H](CC[C@H]1C)C)SC(C(=O)N)C1=CC=CC=C1 2-((3,5-dicyano-6-(4-((2R,5R)-2,5-dimethylpyrrolidin-1-yl)piperidin-1-yl)-4-ethylpyridin-2-yl)sulfanyl)-2-phenylacetamide